methyl 1-[(4,5-dichloro-2-methoxyphenyl)methyl]-4-(hydroxymethyl)piperidine-2-carboxylate ClC1=CC(=C(C=C1Cl)CN1C(CC(CC1)CO)C(=O)OC)OC